3-Methylhexan-2,3-diol CC(C(C)O)(CCC)O